ClC=1C(=CC=C2N=CC(=NC12)C=1C=NN(C1)CCC1CCNCC1)OC=1C=CC2=C(NC(=N2)C)C1 8-Chloro-7-((2-methyl-1H-benzo[d]imidazol-6-yl)oxy)-2-(1-(2-(piperidin-4-yl)ethyl)-1H-pyrazol-4-yl)quinoxaline